tert-butyl N-[(1S)-1-{2-[1-(2H3)methyl-4-[(2R)-2-methylbut-3-enamido]-1H-pyrazol-5-yl]pyridin-4-yl}but-3-en-1-yl]carbamate C(N1N=CC(=C1C1=NC=CC(=C1)[C@H](CC=C)NC(OC(C)(C)C)=O)NC([C@@H](C=C)C)=O)([2H])([2H])[2H]